[Si].[Co].[Ni] nickel-cobalt-silicon